C1=CC=CC=2C3=CC=CC=C3C(C12)COC(=O)N(C(C(=O)OC(C)(C)C)CC1=CC(=CC=C1)C(C)C)C tert-Butyl 2-((((9H-fluoren-9-yl)methoxy) carbonyl)(methyl)amino)-3-(3-isopropylphenyl)propanoate